C(C)OC1=CC=C(C=C1)N1C[C@H]2C(NC[C@@H]1C1(CCCCC1)C2)=O (1S,5S)-9-(4-ethoxyphenyl)-3,9-diazaspiro[bicyclo[3.2.2]nonane-6,1'-cyclohexan]-2-one